5,7-dichloro-1-(2,6-dichlorophenyl)-2-methyl-1,6-naphthyridin-4(1H)-one ClC1=C2C(C=C(N(C2=CC(=N1)Cl)C1=C(C=CC=C1Cl)Cl)C)=O